FC1=C(C(=CC=C1)F)N1C(=NC2=CC(=C(C=C2C1=O)/C=C/C(=O)NO)F)C (E)-3-(3-(2,6-difluorophenyl)-7-fluoro-2-methyl-4-oxo-3,4-dihydroquinazolin-6-yl)-N-hydroxyacrylamide